N1S(C=CC2=C1C=CC=C2)=O 2,1-benzothiazine-2-oxide